C(C)(C)(C)OC(=O)NCCC(=O)OCC1=CC(=CC=C1)C=1N(C=C(N1)C1=C(C=C(C=C1)NC(=O)OC)Br)COCC[Si](C)(C)C (S)-3-[4-(2-bromo-4-methoxycarbonylamino-phenyl)-1-(2-trimethylsilyl-ethoxymethyl)-1H-imidazol-2-yl]-benzyl 3-tert-butoxycarbonylamino-propionate